FC(C=1C(=CN(C(C1)=O)C)C(=O)NC1=C(C=C(C(=C1)C=1C=NC(=NC1)N1C[C@H](O[C@H](C1)C)C)F)N1C[C@H](N([C@H](C1)C)C)C)F |r| 4-(difluoromethyl)-N-[4-fluoro-5-[2-[rac-(2R,6S)-2,6-dimethylmorpholin-4-yl]pyrimidin-5-yl]-2-[rac-(3R,5S)-3,4,5-trimethylpiperazin-1-yl]phenyl]-1-methyl-6-oxopyridine-3-carboxamide